C(C)(C)(C)C1=NOC(=N1)C(=O)N[C@H](C)C1=C(C=C(C(=C1)F)C1=NC=NC(=C1)NC=1SC(=CN1)N1CCNCC1)C (R)-3-(tert-butyl)-N-(1-(5-fluoro-2-methyl-4-(6-((5-(piperazin-1-yl)thiazol-2-yl)amino)pyrimidin-4-yl)phenyl)ethyl)-1,2,4-oxadiazole-5-carboxamide